tert-butyl (2S,4R)-4-(2,3-dichloro-6-methoxyphenyl)-2-(hydroxymethyl)piperidine-1-carboxylate ClC1=C(C(=CC=C1Cl)OC)[C@H]1C[C@H](N(CC1)C(=O)OC(C)(C)C)CO